tert-butyl (3S,4R)-3-hydroxy-4-((8-(4-(trifluoromethyl)phenyl)-1,6-naphthyridin-5-yl)amino)pyrrolidine-1-carboxylate O[C@H]1CN(C[C@H]1NC1=C2C=CC=NC2=C(C=N1)C1=CC=C(C=C1)C(F)(F)F)C(=O)OC(C)(C)C